(±)-trans-1-cyano-N-(6-(3,5-dimethylisoxazol-4-yl)imidazo[1,2-a]pyridin-2-yl)-4-(trifluoromethyl)pyrrolidine-3-carboxamide C(#N)N1C[C@H]([C@@H](C1)C(F)(F)F)C(=O)NC=1N=C2N(C=C(C=C2)C=2C(=NOC2C)C)C1 |r|